di(pivaloyl)methane C(C(C)(C)C)(=O)CC(C(C)(C)C)=O